N-[3,5-bis(trifluoromethyl)phenyl]-N'-[(8a,9S)-6'-methoxy-9-cinchonanyl]thiourea FC(C=1C=C(C=C(C1)C(F)(F)F)NC(=S)N[C@H]([C@@H]1C[C@H]2[C@H](CN1CC2)C=C)C2=CC=NC1=CC=C(C=C21)OC)(F)F